C[C@@H]1OC2=C(CNC1)C=CC(=C2)C(=O)OC Methyl (S)-2-methyl-2,3,4,5-tetrahydrobenzo[f][1,4]oxazepine-8-carboxylate